FC1=C(C(=O)O)C=CC=C1 fluoro-benzoic acid